cyclobutyl-5-ethynyl-2-methylbenzoic acid methyl ester COC(C1=C(C(=CC(=C1)C#C)C1CCC1)C)=O